CC([C@@H](C(=O)OC(C)(C)C)N(C(=O)N1CC(C1)\C=C\S(=O)(=O)C)C)C tert-butyl (2S)-3-methyl-2-[methyl-[3-[(E)-2-methylsulfonylvinyl]azetidine-1-carbonyl]amino]butanoate